(Z)-3-Fluoro-4-(naphthalen-2-ylsulfonyl)but-2-en-1-amin F\C(=C/CN)\CS(=O)(=O)C1=CC2=CC=CC=C2C=C1